C(C=C)(=O)N1C2=C(OC(C1)C(=O)NCC=1C=NN(C1)C)C=CC=C2 4-acryloyl-N-((1-methyl-1H-pyrazol-4-yl)methyl)-3,4-dihydro-2H-benzo[b][1,4]oxazine-2-carboxamide